4-(3,5-dimethylisoxazol-4-yl)piperazin CC1=NOC(=C1N1CCNCC1)C